4-(6-((2-fluoro-4-(methoxycarbonyl)benzyl)oxy)pyridin-2-yl)piperidine FC1=C(COC2=CC=CC(=N2)C2CCNCC2)C=CC(=C1)C(=O)OC